(3S,6S)-3-((1H-Imidazol-4-yl)methyl)-6-benzylpiperazine-2,5-dione N1C=NC(=C1)C[C@H]1C(N[C@H](C(N1)=O)CC1=CC=CC=C1)=O